terephthalic acid bis(2-hydroxyethyl) ester OCCOC(C1=CC=C(C(=O)OCCO)C=C1)=O